C(OCC(C)C)(=O)OOC(C)C isobutyl O-isopropyl monoperoxycarbonate